Tert-butyl 4-methyl-2-oxoazepane-1-carboxylate CC1CC(N(CCC1)C(=O)OC(C)(C)C)=O